C12CNCC(C1OCC=1C(=NOC1C1CC1)C1=C(C=CC=C1Cl)Cl)C2 4-((3-azabicyclo[3.1.1]heptane-6-yloxy)methyl)-5-cyclopropyl-3-(2,6-dichlorophenyl)isoxazole